CC=1OC2=C(N1)C=CC(=C2)COC2=CC=CC(=N2)C2CCN(CC2)CC2=NC1=C(N2C[C@H]2OCC2)C=C(C=C1)C(=O)OC(C)(C)C (S)-tert-butyl 2-((4-(6-((2-methylbenzo[d]oxazol-6-yl) methoxy) pyridin-2-yl) piperidin-1-yl) methyl)-1-(oxetan-2-ylmethyl)-1H-benzo[d]imidazole-6-carboxylate